N-(7-chloro-quinolin-8-yl)-3-methyl-pyrazine-2-sulfonamide ClC1=CC=C2C=CC=NC2=C1NS(=O)(=O)C1=NC=CN=C1C